BrC1=CC=C(C=C1)N(S(=O)(=O)C)CC1=C(C=C(C=C1)C(=O)NNC(C(F)(F)F)=O)F N-(4-bromophenyl)-N-(2-fluoro-4-(2-(2,2,2-trifluoroacetyl)hydrazine-1-carbonyl)benzyl)methanesulfonamide